1-(2-chloroethyl)-1H-indole-3-acetate ClCCN1C=C(C2=CC=CC=C12)CC(=O)[O-]